FC1(CN(C1)C(=O)C1=C(C=C(C=C1OC)C1=CN=C2N1C=CC(=C2)C(C#N)(C)C)OC)F 2-[3-[4-(3,3-difluoroazetidine-1-carbonyl)-3,5-dimethoxy-phenyl]imidazo[1,2-a]pyridin-7-yl]-2-methyl-propanenitrile